Cl.C(C)(=O)OC=1C=CC=2C[C@@H]3[C@@H]4C=C[C@@H]([C@H]5[C@@]4(C2C1O5)CCN3C)OC(C)=O O,O'-Diacetylmorphine hydrochloride